ClC1=C(C=CC(=C1)OC(F)(F)F)[C@H]1[C@H](O[C@](C1)(C(F)(F)F)C)C(=O)OC |r| methyl rac-(2S,3S,5R)-3-(2-chloro-4-(trifluoromethoxy)phenyl)-5-methyl-5-(trifluoromethyl)tetrahydrofuran-2-carboxylate